FC1(C(C(C1)C(=O)[O-])(C)C)F 3,3-difluoro-2,2-dimethyl-cyclobutanecarboxylate